N1-(2,2-difluoroethyl)ethane-1,2-diamine FC(CNCCN)F